(trimethylsilylmethyl-cyclopentadiene) lithium [Li].C[Si](C)(C)CC1=CC=CC1